O[C@@]1(CC[C@@]2([C@H]3CC[C@@]4([C@H](CC[C@H]4[C@@H]3CC[C@H]2C1)C(CN1N=CC=N1)=O)C)C)C 1-((3R,5S,8R,9S,10S,13S,14S,17S)-3-hydroxy-3,10,13-trimethylhexadecahydro-1H-cyclopenta[a]phenanthren-17-yl)-2-(2H-1,2,3-triazol-2-yl)ethanone